C(C1=CC=CC=C1)(=O)N[C@H](C(=O)O)CCN(CCCCC1=NC=2NCCCC2C=C1)CC(COC)(C)F (2S)-2-benzamido-4-((2-fluoro-3-methoxy-2-methylpropyl)(4-(5,6,7,8-tetrahydro-1,8-naphthyridin-2-yl)butyl)amino)butanoic acid